C(C)O[Si](CCCC(CCCCCCCC1=NNC(=N1)N)C1=NNC(=N1)N)(OCC)OCC 1-[3-(triethoxysilyl)propyl]-3,3'-octamethylenebis(5-amino-1,2,4-triazole)